FC(C(=O)O)(F)F.FC=1C=C(C#N)C=C(C1)[C@H]1N(OCC1)C(=O)C1CCNCC1 (S)-3-fluoro-5-(2-(piperidine-4-carbonyl)isoxazolidin-3-yl)benzonitrile 2,2,2-trifluoroacetate